Ethyl 3-{2-[(3-chloro-1-methyl-1H-indol-5-yl)amino]pyrimidin-4-yl}-1-methyl-1H-pyrazole-5-carboxylate ClC1=CN(C2=CC=C(C=C12)NC1=NC=CC(=N1)C1=NN(C(=C1)C(=O)OCC)C)C